ClC=1C=C(C(=NC1)OC)S(=O)(=O)NC1=C(C(=C(C=C1)F)CCC1=CC=2N(C=C1)C=NC2)F 5-chloro-N-[2,4-difluoro-3-(2-[imidazo[1,5-a]pyridin-7-yl]ethyl)phenyl]-2-methoxypyridine-3-sulfonamide